CN1NC2=NC=CC=C2C1=O 2-methyl-1,2-dihydro-3H-pyrazolo[3,4-b]pyridin-3-one